C(CCCCC)C(C(=O)NC(CCSCCC(=O)OCCCCCCCCCCCCCC)C(=O)NCCN1CCN(CC1)C)CCCCCCCC tetradecyl 3-((3-(2-hexyldecanamido)-4-((2-(4-methylpiperazin-1-yl)ethyl)amino)-4-oxobutyl)thio)propanoate